C(C)(=O)C1=CC=C(N=N1)N1C(N(C2=C(C1=O)C(=C(S2)C2=CC=C(C=C2)N)CN(C)C)CC2=C(C=CC=C2F)F)=O 3-(6-Acetylpyridazin-3-yl)-6-(4-aminophenyl)-1-(2,6-difluorobenzyl)-5-((dimethylamino)methyl)thieno[2,3-d]pyrimidine-2,4(1H,3H)-dione